O1C(=CC=C1)C(=O)[O-] 2-furanformate